hydroxy-2-ethyl-propionate OC(C(=O)[O-])(C)CC